O=C(CCCCCCC(CCCCCCCCC)OC(=O)C1CCN(CC1)C)OC(CCCC)CCCCCC 1-oxo-1-(undecan-5-yloxy)heptadecan-8-yl-1-methylpiperidine-4-carboxylate